The molecule is the conjugate base of 3',5'-di-O-methyltricetin arising from selective deprotonation of the 7-OH position; major species at pH 7.3. It is a conjugate base of a 3',5'-di-O-methyltricetin. COC1=CC(=CC(=C1[O-])OC)C2=CC(=O)C3=C(C=C(C=C3O2)O)O